tert-Butyl (3R)-3-{[5-(2-fluoro-5-methylphenyl)-1-trityl-1H-indazol-3-yl]carbamoyl}piperidine-1-carboxylate FC1=C(C=C(C=C1)C)C=1C=C2C(=NN(C2=CC1)C(C1=CC=CC=C1)(C1=CC=CC=C1)C1=CC=CC=C1)NC(=O)[C@H]1CN(CCC1)C(=O)OC(C)(C)C